1-(7-bromo-6-(4-cyano-3-fluorophenyl)-1H-imidazo[4,5-c]pyridin-4-yl)piperidine-4-ylcarbamate BrC=1C2=C(C(=NC1C1=CC(=C(C=C1)C#N)F)N1CCC(CC1)NC([O-])=O)N=CN2